ClC=1C=C(C=CC1)C(CN(C)C1CC1)N1C(C=C(C=C1)C1=CNC2=NC=C(C=C21)N2CCOCC2)=O 1-(1-(3-Chlorophenyl)-2-(cyclopropyl(methyl)amino)ethyl)-4-(5-morpholino-1H-pyrrolo[2,3-b]pyridin-3-yl)pyridin-2(1H)-one